disodium lead ethylenediamine tetraacetate C(C)(=O)ON(CCN(OC(C)=O)OC(C)=O)OC(C)=O.[Pb].[Na].[Na]